CC1=C(C(=CC(=C1)C#CC)C)C1C(CC2(CNC2)CC1=O)=O 7-(2,6-dimethyl-4-prop-1-ynyl-phenyl)-2-azaspiro[3.5]nonane-6,8-dione